N=1C=NN2C1C=CC=C2CCC[C@@H]2C[C@@H]1N(CCN(C1)C1=NC=C(C=C1)F)C2=O (7R,8aS)-7-(3-([1,2,4]triazolo[1,5-a]pyridin-5-yl)propyl)-2-(5-fluoropyridin-2-yl)hexahydropyrrolo[1,2-a]pyrazin-6(2H)-one